(1S,2S)-2-((6-(4-((((R)-1-(2-Methoxyphenyl)ethoxy)carbonyl)amino)-3-methylisoxazol-5-yl)-2-methylpyridin-3-yl)carbamoyl)cyclohexan COC1=C(C=CC=C1)[C@H](C)OC(=O)NC=1C(=NOC1C1=CC=C(C(=N1)C)NC(=O)C1CCCCC1)C